C(C)(C)(C)P(C(C)(C)C)C1=CC=C(C=C1)C1=CC=C(C=C1)P(C(C)(C)C)C(C)(C)C bis(di-t-butylphosphino)-1,1'-biphenyl